COCCNC(C1=CC(=CC=C1)CN1C(C2=CC=C(C=C2C=C1)C1=CC=NN1C)=O)=O N-(2-Methoxyethyl)-3-((6-(1-methyl-1H-pyrazol-5-yl)-1-oxoisoquinolin-2(1H)-yl)methyl)benzamide